amino-4-(2-methylphenyl)amino-6-heptafluoropropyl-1,3,5-triazine NC1=NC(=NC(=N1)NC1=C(C=CC=C1)C)C(C(C(F)(F)F)(F)F)(F)F